(Cyclobutylidene(ethoxy)methoxy)trimethylsilane C1(CCC1)=C(O[Si](C)(C)C)OCC